(S)-4-((6-cyclopropylpyridin-3-yl)amino)-2-(3-(methylcarbamoyl)pyrrolidin-1-yl)pyrimidine-5-carboxamide C1(CC1)C1=CC=C(C=N1)NC1=NC(=NC=C1C(=O)N)N1C[C@H](CC1)C(NC)=O